NC=1N=CC(=C2C=C(C=NC12)C(=O)N1CCN(CC1)C)C1=CC=C(C=C1)C=1C=NN(C1)CCOC (8-amino-5-(4-(1-(2-methoxyethyl)-1H-pyrazol-4-yl)phenyl)-1,7-naphthyridin-3-yl)(4-methylpiperazin-1-yl)methanone